2-((2S)-1-acryloyl-4-(8-chloro-7-(8-chloronaphthalen-1-yl)-4-(3-(ethyl(methyl)amino)azetidin-1-yl)-6-fluoro-1H-[1,2,3]triazolo[4,5-c]quinolin-1-yl)piperidin-2-yl)acetonitrile C(C=C)(=O)N1[C@@H](CC(CC1)N1N=NC=2C(=NC=3C(=C(C(=CC3C21)Cl)C2=CC=CC1=CC=CC(=C21)Cl)F)N2CC(C2)N(C)CC)CC#N